Tert-butyl 4-{4-[5-(2-aminopyrimidin-4-yl)-4-[2-fluoro-3-(propane-1-sulfonamido)phenyl]-1,3-thiazol-2-yl]piperidine-1-carbonyl}piperidine-1-carboxylate NC1=NC=CC(=N1)C1=C(N=C(S1)C1CCN(CC1)C(=O)C1CCN(CC1)C(=O)OC(C)(C)C)C1=C(C(=CC=C1)NS(=O)(=O)CCC)F